(2S,4S)-4-tritylmercaptopyrrolidine-2-carboxylic acid C(C1=CC=CC=C1)(C1=CC=CC=C1)(C1=CC=CC=C1)S[C@H]1C[C@H](NC1)C(=O)O